2,3-di-O-methyl-rhamnose tert-butyl-(2-amino-1-(4-(N-hydroxycarbamimidoyl)thiophen-2-yl)-2-oxoethyl)carbamate C(C)(C)(C)N(C(O)=O)C(C(=O)N)C=1SC=C(C1)C(NO)=N.CO[C@@H](C=O)[C@H](OC)[C@@H](O)[C@@H](O)C